NC1CC2CC(CC2C1)NC1=NC2=C(C=C(C=C2C=N1)C1=CC(=C(C=C1)NS(=O)(=O)C1=C(C=CC=C1)Cl)F)CC N-(4-(2-(((2r,5r)-5-aminoocta-hydropentalen-2-yl)amino)-8-ethylquinazolin-6-yl)-2-fluorophenyl)-2-chlorobenzene-sulfonamide